C=1(C(=CC(C=CC)=CC1)O)OC anetholol